C(C)(=O)O[C@@H](CC)[C@H]1O[C@H]([C@@H]([C@H]1F)OC(C)=O)N1C2=NC(=NC(=C2N(C1=O)CCCC)OC)NC(C)=O (S)-1-((2R,3S,4S,5R)-5-(2-Acetamido-7-butyl-6-methoxy-8-oxo-7,8-dihydro-9H-purin-9-yl)-4-acetoxy-3-fluorotetrahydrofuran-2-yl)propyl acetate